2-amino-5-(2-((4-amino-7-chloro-1H-imidazo[4,5-c]pyridin-1-yl)methyl)-3,5-dichlorophenoxy)pentanoic acid NC(C(=O)O)CCCOC1=C(C(=CC(=C1)Cl)Cl)CN1C=NC=2C(=NC=C(C21)Cl)N